8-((tert-butylamino)methyl)-3,9-dihydroxybenzo[5,6]oxazepin C(C)(C)(C)NCC1=C(C2=C(C=CC(=NO2)O)C=C1)O